C1(CCC1)[C@@H](O)C1=CC=2C(=NC(=CC2)C2=CC=3C(N=C2)=NN(C3)C)S1 (R)-cyclobutyl(6-(2-methyl-2H-pyrazolo[3,4-b]pyridin-5-yl)thieno[2,3-b]pyridin-2-yl)methanol